2-(2,6-Dimethyl-4-((3-(4-(methylsulfonyl)phenyl)-2,5-dioxoimidazolin-1-yl)methyl)phenoxy)-2-methylpropionic acid CC1=C(OC(C(=O)O)(C)C)C(=CC(=C1)CN1C(N(CC1=O)C1=CC=C(C=C1)S(=O)(=O)C)=O)C